(1R,3S,5R)-2-(2-(4-amino-8-methyl-6-(trifluoromethyl)-9H-pyrimido[4,5-b]indol-9-yl)acetyl)-N-(6-bromo-5-fluoro-3-methylpyridin-2-yl)-2-azabicyclo[3.1.0]hexane-3-carboxamide NC1=NC=NC=2N(C3=C(C=C(C=C3C21)C(F)(F)F)C)CC(=O)N2[C@@H]1C[C@@H]1C[C@H]2C(=O)NC2=NC(=C(C=C2C)F)Br